(2S,3S,4S,5R)-6-((4-chloro-3'-(((2-(3-hydroxycyclopentyl)-1-oxoisoindolin-5-yl)oxy)methyl)-[1,1'-biphenyl]-3-carbonyl)oxy)-3,4,5-trihydroxytetrahydro-2H-pyran-2-carboxylic acid ClC1=C(C=C(C=C1)C1=CC(=CC=C1)COC=1C=C2CN(C(C2=CC1)=O)C1CC(CC1)O)C(=O)OC1[C@@H]([C@H]([C@@H]([C@H](O1)C(=O)O)O)O)O